2-((2R,3S,4S,5R)-3-(3,4-Difluoro-2-methoxyphenyl)-4,5-dimethyl-5-(trifluoromethyl)tetrahydrofuran-2-yl)-5-((2-methoxyethyl)(methyl)amino)-6-methylpyrimidin-4(1H)-one FC=1C(=C(C=CC1F)[C@H]1[C@@H](O[C@]([C@H]1C)(C(F)(F)F)C)C=1NC(=C(C(N1)=O)N(C)CCOC)C)OC